FC1(C=C)C(C=CC=C1)(F)F 1,2,2-trifluorostyrene